N-((S)-(6-methoxyquinolin-4-yl)((1S,2S,4S,5R)-5-vinylquinolin-2-yl)methyl)-3,5-bis(trifluoromethyl)benzenesulfonamide COC=1C=C2C(=CC=NC2=CC1)[C@H](NS(=O)(=O)C1=CC(=CC(=C1)C(F)(F)F)C(F)(F)F)C1=NC2=CC=CC(=C2C=C1)C=C